BrC1=CC(=NC=C1)NC1COC1 4-bromo-N-(oxetan-3-yl)pyridin-2-amine